C1CCC2=C(C1)C=CC(=C2C3=C(C=CC4=C3CCCC4)O)O (S)-5,5',6,6',7,7',8,8'-octahydro-[1,1'-binaphthalene]-2,2'-diol